C(C)(C)(C)OC(=O)N1C(CC(C(C1)C[C@@H]1OC[C@H](OC1)COCC1=CC=CC=C1)=O)=O 5-{[(2S,5R)-5-[(benzyloxy)methyl]-1,4-dioxan-2-yl]Methyl}-2,4-Dioxopiperidine-1-carboxylic acid tert-butyl ester